5-methyl-7-n-propyl-8-[[2'-(1H-tetrazol-5-yl)biphenyl-4-yl]methyl]-[1,2,4]-triazolo[1,5-c]pyrimidin-2(3H)-one CC1=NC(=C(C=2N1NC(N2)=O)CC2=CC=C(C=C2)C2=C(C=CC=C2)C2=NN=NN2)CCC